[Cl-].C(OCC)(OCC)=O diethyl carbonate chloride